ClC1=CC(=CS1)CN1C(C(C2=CC=C(C=C12)C(=O)NC1=CNC2=CC=CC=C12)(C)C)=O ((5-chlorothien-3-yl)methyl)-N-(1H-indol-3-yl)-3,3-dimethyl-2-oxoindoline-6-carboxamide